C1N(CCC2=CC=CC=C12)C[C@H](CC1=NCCC2=CC=CC=C12)O (S)-3-(3,4-dihydro-isoquinolin-2(1H)-yl)-2-hydroxy-propyl-3,4-dihydroisoquinoline